C(C)(C)(C)OC(=O)NCC1=C(C(=O)NC2CCN(CC2)C(=O)OCC2=CC=CC=C2)C=C(C=C1)F benzyl 4-[2-[[(tert-butoxycarbonyl)amino]methyl]-5-fluorobenzamido]piperidine-1-carboxylate